C(C1=CC=CC=C1)NC1=NC(=CC2=C1N=C(N=C2)SC)C2=C(C(=CC(=C2Cl)OC)OC)Cl N-benzyl-6-(2,6-dichloro-3,5-dimethoxyphenyl)-2-(methylthio)pyrido[3,4-d]pyrimidine-8-amine